O=C1NC(CCC1OC=1C=CC(=NC1)C1CCN(CC1)CC(=O)O)=O 2-[4-[5-[(2,6-dioxo-3-piperidyl)oxy]-2-pyridyl]-1-piperidyl]acetic acid